OC1=CC=C(C=C1)C(C=CC1=CC=NC=C1)=O 1-(4-hydroxyphenyl)-3-(pyridin-4-yl)-2-propen-1-one